O=C(CCC(=O)[O-])N1CCN(CC1)C(CCC(N[C@@H]1C(O[C@H]([C@@H]([C@H]1OCC1=CC=CC=C1)OCC1=CC=CC=C1)CO)OCC1=CC=CC=C1)=O)=O 4-oxo-4-(4-(4-oxo-4-(((3S,4S,5R,6S)-2,4,5-tris(benzyloxy)-6-(hydroxymethyl)tetrahydro-2H-pyran-3-yl)amino)butanoyl)piperazin-1-yl)butanoate